ClCCOC1=C(C#N)C=C(C=C1C)C(C)(C)O 2-(2-Chloroethoxy)-5-(2-hydroxy-prop-2-yl)-3-methylbenzonitrile